6-(2-Chloropyrimidin-4-yl)-2-ethoxy-4-fluoro-1-isopropyl-1H-benzo[d]imidazole ClC1=NC=CC(=N1)C=1C=C(C2=C(N(C(=N2)OCC)C(C)C)C1)F